(R)-4-((1-(3-(1,1-difluoro-2-methoxy-2-methylpropyl)-2-fluorophenyl)ethyl)amino)-6-(1-(difluoromethyl)cyclopropyl)-2-methyl-2,6-dihydropyrido[3,4-d]pyridazine-1,7-dione FC(C(C)(C)OC)(F)C=1C(=C(C=CC1)[C@@H](C)NC1=NN(C(C=2C1=CN(C(C2)=O)C2(CC2)C(F)F)=O)C)F